N1C=NC(=C1)C=O imidazole-4-formaldehyde